2',6'-Bis(benzyloxy)-5-bromo-3-fluoro-4-methyl-2,3'-bipyridine C(C1=CC=CC=C1)OC1=NC(=CC=C1C1=NC=C(C(=C1F)C)Br)OCC1=CC=CC=C1